(R,Z)-1-(4-fluoro-4-(5-((1-(2-methyl-3-(trifluoromethyl)phenyl)ethyl)-imino)-8,9-dihydro-5H-oxazolo[3,2-a]pyrido[4,3-e]pyrimidin-3-yl)piperidin-1-yl)ethan-1-one FC1(CCN(CC1)C(C)=O)C1=CC=2/C(/N=C3N(C2C=N1)CCO3)=N/[C@H](C)C3=C(C(=CC=C3)C(F)(F)F)C